5-fluoro-2-{3-fluoro-4-[(3S)-piperidin-3-yl]phenyl}-2H-indazole-7-carboxamide FC1=CC2=CN(N=C2C(=C1)C(=O)N)C1=CC(=C(C=C1)[C@H]1CNCCC1)F